O=C1NCC=2C=CC=3N(C21)C=C(N3)C(=O)[O-] oxo-2,3-dihydro-1H-imidazo[1,2-a]pyrrolo[3,4-e]pyridine-7-carboxylate